COC(C1=C(N=C(C=C1CBr)Cl)Cl)=O 4-(bromomethyl)-2,6-dichloro-nicotinic acid methyl ester